BrCC=1N=NN(N1)COCC[Si](C)(C)C (bromomethyl)-2-((2-(trimethylsilyl)ethoxy)methyl)-2H-tetrazole